(S)-N-((S)-5-methyl-4-oxo-2,3,4,5-tetrahydrobenzo[b][1,4]oxazepin-3-yl)-5-(trifluoromethyl)-4,5,6,7-tetrahydro-1H-indazole-3-carboxamide CN1C2=C(OC[C@@H](C1=O)NC(=O)C1=NNC=3CC[C@@H](CC13)C(F)(F)F)C=CC=C2